[Cl-].C(C)(C)(C)OCCCCCCC1=CC(C2=CC=CC=C12)[Zr+2]C1C=C(C2=CC=CC=C12)CCCCCCOC(C)(C)C.[Cl-] bis(3-(6-(tert-butoxy)hexyl)-1H-inden-1-yl)zirconium (IV) chloride